4-((1-dihydrocoronen-1-yl)hydroxymethyl)phenol C1(CC2=CC=C3C=CC4=CC=C5C=CC6=CC=C1C1=C6C5=C4C3=C21)C(C2=CC=C(C=C2)O)O